rac-tert-butyl (3R,4S)-4-(aminomethyl)-3-hydroxypiperidine-1-carboxylate NC[C@H]1[C@H](CN(CC1)C(=O)OC(C)(C)C)O |r|